CC1=CC(=CS1)Br 5-methyl-3-bromothiophene